COCC[C@@]1([C@@H](O[C@@H]([C@H]1O)CO)N1C(=O)N=C(N)C(=C1)C)O 2'-methoxyethyl-5-methylcytidine